2-[3-(4-amyl-phenyl)prop-2-enamido]benzoic acid C(CCCC)C1=CC=C(C=C1)C=CC(=O)NC1=C(C(=O)O)C=CC=C1